C1(CC1)C(=O)NC1=CC(=C(N=N1)C(=O)NC)NC1=NN2C(C=CC(=C2)OC2CN(C2)S(=O)(=O)C)=N1 6-(Cyclopropanecarboxamido)-N-methyl-4-((6-((1-(methylsulfonyl)azetidin-3-yl)Oxy)-[1,2,4]Triazolo[1,5-a]Pyridin-2-yl)amino)pyridazine-3-carboxamide